C(C)(C)(C)N1C=C(C=2C1=NC(=CC2)C(=O)N2CCC(CC2)C(=O)NC2=NC(=C(C(=O)OC)C(=C2)C)C)C2=CC(=C(C=C2)Cl)F methyl 6-(1-(1-(tert-butyl)-3-(4-chloro-3-fluorophenyl)-1H-pyrrolo[2,3-b]pyridine-6-carbonyl)piperidine-4-carboxamido)-2,4-dimethylnicotinate